4-methylsulfonyl-N,N'-diphenyl-benzoyl-hydrazine CS(=O)(=O)C1=CC=C(C(=O)N(NC2=CC=CC=C2)C2=CC=CC=C2)C=C1